6-((2-(3,4-difluorophenyl)-7-glycyl-8,8-dimethyl-5,6,7,8-tetrahydroimidazo[1,2-a]pyrazin-3-yl)amino)picolinonitrile FC=1C=C(C=CC1F)C=1N=C2N(CCN(C2(C)C)C(CN)=O)C1NC1=CC=CC(=N1)C#N